4-fluoro-1-((trimethylsilyl)methyl)pyrrolidine-2-carboxamide FC1CC(N(C1)C[Si](C)(C)C)C(=O)N